CC1=CC=C(C=C1)C=1C(=CC=CC1)C(=O)OC(C)(C)C tert-butyl 4'-methyl-[1,1'-biphenyl]-2-carboxylate